N1C(=O)NC(=O)NC1=O.N1=C(N)N=C(N)N=C1N melamine cyanuric acid salt